N-(1-(2-((tert-butyldimethylsilyl)oxy)propyl)-1H-pyrazol-3-yl)-2-chloro-6-methylbenzamide [Si](C)(C)(C(C)(C)C)OC(CN1N=C(C=C1)NC(C1=C(C=CC=C1C)Cl)=O)C